(3S,4S)-4-(3,4-dimethoxybenzyl)-2-oxotetrahydrofuran COC=1C=C(C[C@H]2CC(OC2)=O)C=CC1OC